FC(C(C(CC1=CC=CC=C1)(C)C)N)(F)F 1,1,1-trifluoro-3,3-dimethyl-4-phenylbutan-2-amine